nickel (p-nonylphenyl) (p-nonylphenyl)phosphonate C(CCCCCCCC)C1=CC=C(C=C1)P(OC1=CC=C(C=C1)CCCCCCCCC)([O-])=O.[Ni+2].C(CCCCCCCC)C1=CC=C(C=C1)OP([O-])(=O)C1=CC=C(C=C1)CCCCCCCCC